ethylmorpholinium ethyl-sulfate salt C(C)OS(=O)(=O)[O-].C(C)[NH+]1CCOCC1